FC1=CC=C(C=C1)CC(CCN1C[C@@H]2[C@@H](N3CCN(C=4C=CC=C2C34)C)CC1)=O 1-(4-fluorophenyl)-4-[(6bR,10aS)-2,3,6b,9,10,10a-hexahydro-3-methyl-1H-pyrido[3',4':4,5]pyrrolo[1,2,3-de]quinoxaline-8(7H)-yl]butanone